O=C1NC(CCC1N1C(C2=CC=C(C=C2C1)CNC(=O)NC1=CC=C(C=C1)OC[C@@H]1C[C@H](CC1)CN)=O)=O 1-[[2-(2,6-dioxo-3-piperidyl)-1-oxo-isoindolin-5-yl]methyl]-3-[4-[[(1S,3S)-3-(aminomethyl)cyclopentyl]methoxy]phenyl]urea